[C@@H]1(NCC12CCC2)C2=CC=C(C(=O)OC)C=C2 |r| (±)-methyl 4-(2-azaspiro[3.3]heptan-1-yl)benzoate